2-(4-(3-(1-(5-chloropyrimidin-2-yl)piperidin-4-yl)propoxy)-2-fluorophenyl)-1-(2-((2S,3S,4R)-2,3,4,5-tetrahydroxypentyl)-2,6-diazaspiro[3.4]octan-6-yl)ethan-1-one ClC=1C=NC(=NC1)N1CCC(CC1)CCCOC1=CC(=C(C=C1)CC(=O)N1CC2(CN(C2)C[C@@H]([C@@H]([C@@H](CO)O)O)O)CC1)F